FC1(CC(C1)C1=C(OC2(CC2)C(=O)NS(=O)(=O)C2=NC(=CC=C2)F)C=C(C=C1)C)F 1-(2-(3,3-difluorocyclobutyl)-5-methylphenoxy)-N-((6-fluoropyridin-2-yl)sulfonyl)cyclopropanecarboxamide